3-Chloro-7-(difluoromethyl)-7,8-dihydro-1H,6H,9H-7,8a-methanopyrrolo[1',2':3,4]imidazo[1,2-c]pyrimidin-1-one ClC=1C=C2N(C(N1)=O)CC13N2CC(C1)(C3)C(F)F